CN(CCN([C@@H]1CC[C@H](CC1)N1C(C2=CC=CC=C2C1=O)=O)C)C trans-2-[4-[2-(dimethylamino)ethyl-methyl-amino]cyclohexyl]isoindoline-1,3-dione